C1(CC1)C1(CCN(CC1)C=1C=CC(=NC1)NC=1C=CC(=C2CNC(C12)=O)C1=CN=C2N1C=CC(=C2)F)O 7-((5-(4-cyclopropyl-4-hydroxypiperidin-1-yl)pyridin-2-yl)amino)-4-(7-fluoroimidazo[1,2-a]pyridin-3-yl)isoindolin-1-one